O1CCN(CC1)C1CCN(CC1)CCCNC1=C2C(=NC(=C1)C1=CC=C(C=C1)CN1CCCCC1)C=CS2 N-(3-(4-morpholinopiperidin-1-yl)propyl)-5-(4-(piperidin-1-ylmethyl)phenyl)thieno[3,2-b]pyridin-7-amine